(R)-N-(5-((2-oxaspiro(3.3)heptan-5-yl)oxy)-1,3,4-thiadiazol-2-yl)-2'-chloro-5'-methoxy-6-methyl-(4,4'-bipyridine)-3-carboxamide C1OCC12[C@@H](CC2)OC2=NN=C(S2)NC(=O)C=2C=NC(=CC2C2=CC(=NC=C2OC)Cl)C